3-(1,2,3,4-tetrahydroquinolin-4-yl)-4H-pyrido[4,3-d]pyrimidin-2-one N1CCC(C2=CC=CC=C12)N1C(NC2=C(C1)C=NC=C2)=O